N1=NC(=CC=C1C(=O)N)C(=O)N pyridazine-3,6-dicarboxamide